4-(2,5-Diazabicyclo[2.2.2]octan-2-yl)-7-(8-ethynyl-7-fluoro-3-hydroxynaphthalen-1-yl)-2-((tetrahydro-1H-pyrrolizin-7a(5H)-yl)methoxy)-6,7-dihydropyrido[3,4-d]pyrimidin-8(5H)-one C12N(CC(NC1)CC2)C=2C1=C(N=C(N2)OCC23CCCN3CCC2)C(N(CC1)C1=CC(=CC2=CC=C(C(=C12)C#C)F)O)=O